COC1=C(CN2CC=3N=C(OC3C2=O)C=2C=NC(=CC2)F)C=CC(=C1)OC 5-(2,4-dimethoxybenzyl)-2-(6-fluoropyridin-3-yl)-4,5-dihydro-6H-pyrrolo[3,4-d]oxazol-6-one